FC[C@@H]1[C@H](C1)C=1C=C(N=NC1C)C=1C=NC=NC1 5-(5-((1S,2S)-2-(fluoromethyl)cyclopropyl)-6-methylpyridazin-3-yl)pyrimidine